CN(C1=NN2C(C(=CC(=C2)C=2C=C3C(NC(=NC3=CC2)C)=O)OC)=C1)C 6-(2-(dimethylamino)-4-methoxypyrazolo[1,5-a]pyridin-6-yl)-2-methylquinazolin-4(3H)-one